S(OC(C)(C)C)(O)(=O)=O tertiary butyl bisulfate